C(N)(=O)C1=C(C(=CC(=C1)Cl)Cl)NC(=O)C=1N(N=C(C1)CN1N=C(N=N1)C(F)(F)F)CC(F)F N-(2-carbamoyl-4,6-dichloro-phenyl)-2-(2,2-difluoroethyl)-5-[[5-(trifluoromethyl)tetrazol-2-yl]methyl]pyrazole-3-carboxamide